CON(C(=O)NCC1=CC=C(C=C1)C1=NOC(=N1)C(F)(F)F)C 1-Methoxy-1-methyl-3-[[4-[5-(trifluoromethyl)-1,2,4-oxadiazole-3-yl]phenyl]methyl]urea